C1(=CC=C(C=C1)C1=NC(=NC(=N1)C1=CC=C(C=C1)C1=CC(=CC=C1)C#N)C=1C=C(C(=CC1)C1=CC=C(C=C1)C#N)C1=CC=C(C=C1)C#N)C1=CC=CC=C1 4'-(4-([1,1'-biphenyl]-4-yl)-6-(3'-cyano-[1,1'-biphenyl]-4-yl)-1,3,5-triazin-2-yl)-[1,1':2',1''-terphenyl]-4,4''-dicarbonitrile